7-methyl-8-nitro-2-(3-phenyl-1-oxo-2,8-diazaspiro[4.5]dec-2-en-8-yl)-6-(trifluoromethyl)-4H-benzo[e][1,3]thiazin-4-one CC1=C(C2=C(C(N=C(S2)N2CCC3(CC(=NC3=O)C3=CC=CC=C3)CC2)=O)C=C1C(F)(F)F)[N+](=O)[O-]